COC=1C=C2CCCC(C2=CC1)=O 6-(methyl-Oxy)tetralone